CC=1C=C(C=CC1C)NC(=O)C1(CC1)C(=O)NC1=CC(=C(C=C1)C)C N,N'-bis(3,4-dimethylphenyl)cyclopropane-1,1-diamide